(4-(1H-Indazol-3-yl)-phenyl)(4-(5-methyl-1H-imidazol-2-yl)-piperidin-1-yl)-methanon N1N=C(C2=CC=CC=C12)C1=CC=C(C=C1)C(=O)N1CCC(CC1)C=1NC(=CN1)C